methyl-pyrrolidinedione CN1C(C(CC1)=O)=O